CN(CCC=1C(=CC(N(C1)C(C(=O)N[C@@H](CC(=O)OCC)C=1C=C(C=C(C1F)C)C1=C(C=C(C=C1C)OC)C)CC(C)C)=O)C(F)(F)F)C Ethyl (3S)-3-(2-(5-(2-(dimethylamino)ethyl)-2-oxo-4-(trifluoromethyl)pyridin-1(2H)-yl)-4-methylpentanamido)-3-(4-fluoro-4'-methoxy-2',5,6'-trimethyl-[1,1'-biphenyl]-3-yl)propanoate